(3R)-3-[[3-[5,7-difluoro-2-(4-fluorophenyl)-1H-indol-3-yl]cyclobutyl]methylsulfamoyl]pyrrolidin-2-one FC=1C=C2C(=C(NC2=C(C1)F)C1=CC=C(C=C1)F)C1CC(C1)CNS(=O)(=O)[C@H]1C(NCC1)=O